(S)-4-ethyl-4,9-dihydroxy-10-((4-(methylamino)piperidin-1-yl)methyl)-1,12-dihydro-14H-pyrano[3',4':6,7]indolizino[1,2-b]quinoline-3,14(4H)-dione TFA salt OC(=O)C(F)(F)F.C(C)[C@]1(C(OCC=2C(N3CC=4C(=NC=5C=CC(=C(C5C4)CN4CCC(CC4)NC)O)C3=CC21)=O)=O)O